4-(ethylsulfanylmethyl)piperidine hydrochloride Cl.C(C)SCC1CCNCC1